BrC1=NN(C(=N1)C(N1C[C@@H](N(C[C@H]1CC)C=1C2=C(N(C(N1)=O)C)C=CC(=N2)C#N)CC)C2=CC=C(C=C2)F)C 4-((2s,5r)-4-((3-bromo-1-methyl-1H-1,2,4-triazol-5-yl)(4-fluorophenyl)methyl)-2,5-diethylpiperazin-1-yl)-1-methyl-2-oxo-1,2-dihydropyrido[3,2-d]pyrimidine-6-carbonitrile